(S)-4-(6-((5-cyanopyridin-2-yl)methoxy)pyridin-2-yl)-2-methylpiperazine-1-carboxylic acid tert-butyl ester C(C)(C)(C)OC(=O)N1[C@H](CN(CC1)C1=NC(=CC=C1)OCC1=NC=C(C=C1)C#N)C